ClC=1C=C(COC(=O)N[C@H](C(=O)O)CC2CCCCC2)C=CC1 (S)-2-((((3-chlorobenzyl)oxy)carbonyl)amino)-3-cyclohexyl-propanoic acid